C=1N=CN2C1C1=CC=CC=C1[C@@H]2[C@]2([C@H](C(CCC2)(C)C)O)C (1S,2S)-2-((R)-5H-imidazo[5,1-a]isoindol-5-yl)-2,6,6-trimethylcyclohexan-1-ol